8-Methyl-N-[(2S)-oxetan-2-ylmethyl]-2-(pyridin-2-ylmethyl)-4,5-dihydro-2H-furo[2,3-g]indazol-7-carboxamid CC1=C(OC=2CCC3=CN(N=C3C21)CC2=NC=CC=C2)C(=O)NC[C@H]2OCC2